BrC=1C=CC=C2C(COCC12)=C 8-bromo-4-methylene-isochromane